C(C1=CC=CC=C1)OC=1C(C(=CN2N3[C@@H](C[C@H]([C@@H](N(C(C21)=O)C3)C)OC)C)C(=O)NCC3=C(C=C(C=C3F)F)F)=O (1S,2R,4R,5S)-8-(benzyloxy)-4-methoxy-2,5-dimethyl-7,9-dioxo-N-(2,4,6-trifluorobenzyl)-2,3,4,5,7,9-hexahydro-1,6-methanopyrido[1,2-b][1,2,5]triazonine-10-carboxamide